4-methoxy-(E)-perfluoro-2-heptene tris(nonyl-phenyl)phosphite C(CCCCCCCC)C1=C(C=CC=C1)OP(OC1=C(C=CC=C1)CCCCCCCCC)OC1=C(C=CC=C1)CCCCCCCCC.COC(\C(=C(\C(F)(F)F)/F)\F)(C(C(C(F)(F)F)(F)F)(F)F)F